2-((R)-2-benzylazepan-1-yl)-6-((2R,6R)-2,6-dimethylmorpholino)pyrimidin-4(3H)-one tert-Butyl-4-(1-carbamoyl-9H-pyrido[3,4-b]indole-3-carbonyl)piperazine-1-carboxylate C(C)(C)(C)OC(=O)N1CCN(CC1)C(=O)C1=CC2=C(NC3=CC=CC=C23)C(=N1)C(N)=O.C(C1=CC=CC=C1)[C@@H]1N(CCCCC1)C1=NC(=CC(N1)=O)N1C[C@H](O[C@@H](C1)C)C